C1(CCCCC1)C1=CC=C(CN(C(=O)[C@@H]2N(CC2)S(=O)(=O)C2=C(C(=C(C(=C2F)F)F)F)F)C2=CC=C(C=C2)B(O)O)C=C1 (R)-(4-(N-(4-cyclohexylbenzyl)-1-((pentafluorophenyl)sulfonyl)azetidine-2-carboxamido)phenyl)boronic acid